C(=O)(OC(C)(C)C)NC1CCC(CC1)N N-Boc-1,4-cyclohexanediamine